CC1=CC(N(C=C1)C1=CC(=CC=C1)B1OC(C(O1)(C)C)(C)C)=O 4-methyl-1-(3-(4,4,5,5-tetramethyl-1,3,2-dioxaborolan-2-yl)phenyl)pyridin-2(1H)-one